Cl.C(C)(C)(C)OC(C1=CC=C(C=C1)N(C(=O)C1NCCC2=C(C=CC=C12)N(C(CN(C)C)=O)C)C)=O 4-(5-(2-(dimethylamino)-N-methylacetamido)-N-methyl-1,2,3,4-tetrahydroisoquinoline-1-carboxamido)benzoic acid tert-butyl ester hydrochloride